CC=1C=C(N=NC1C1=C(C=C(C=C1)C(F)(F)F)CC(F)(F)F)C(O)C1CNCCC1 (5-methyl-6-(2-(2,2,2-trifluoroethyl)-4-(trifluoromethyl)phenyl)pyridazin-3-yl)(piperidin-3-yl)methanol